FC(CC(CCCN1C(SCC1=O)=O)I)(F)F 3-(6,6,6-Trifluoro-4-iodohexyl)thiazolidine-2,4-dione